FC1=C(C(=O)NC=2N(N=C3C=CC(=CC23)[C@H](C(F)(F)F)O)C2=CC=CC=C2)C=C(C(=C1)C(F)(F)F)C1=NC=CC=N1 |o1:15| (R or S)-2-fluoro-N-(2-phenyl-5-(2,2,2-trifluoro-1-hydroxyethyl)-2H-indazol-3-yl)-5-(pyrimidin-2-yl)-4-(trifluoromethyl)benzamide